FC=1C=NC=C(C(=O)N2C(CC2)C(=O)NC=2SC=C(N2)C2=CC(=CC=C2)C2=CC=NC=C2)C1 1-(5-fluoronicotinoyl)-N-(4-(3-(pyridin-4-yl)phenyl)thiazol-2-yl)azetidine-2-carboxamide